TETRAMETHYLENETHER C1CCCO1